6-bromo-N-methylisoxazolo[4,5-b]pyridin-3-amine BrC=1C=C2C(=NC1)C(=NO2)NC